FC1(CCC(CC1)NC(=O)C1=CC2=C(N=C(S2)N2CC3CCC(C2)N3CCO)C=C1)F N-(4,4-difluorocyclohexyl)-2-(8-(2-hydroxyethyl)-3,8-diazabicyclo[3.2.1]octan-3-yl)benzo[d]thiazole-6-carboxamide